5-(3-(ethylsulfanyl)-5-(4-(trifluoromethoxy)phenyl)pyridin-2-yl)-2-(trifluoromethyl)pyrazolo[1,5-a]Pyrimidine C(C)SC=1C(=NC=C(C1)C1=CC=C(C=C1)OC(F)(F)F)C1=NC=2N(C=C1)N=C(C2)C(F)(F)F